C(C)(=O)O[C@@H]1COCC[C@H]1NC1=NN2C(C=N1)=C(C=C2C(C)C(C)(C)F)Cl (3S,4R)-4-{[5-chloro-7-(3-fluoro-3-methylbutan-2-yl)pyrrolo[2,1-f][1,2,4]triazin-2-yl]amino}oxan-3-yl acetate